OC1=CC=C(C=C1)C(C=CCC(\C=C\C1=CC=C(C=C1)O)=O)=O (1E,6E)-1,7-bis(4-hydroxyphenyl)heptadiene-1,5-dione